2-[[[7-cyano-4-[4-(trifluoromethoxy)phenyl]-1,3-benzothiazol-6-yl]amino]methyl]prop-2-enehydroxamic acid C(#N)C1=C(C=C(C=2N=CSC21)C2=CC=C(C=C2)OC(F)(F)F)NCC(C(=O)NO)=C